C(C)(C)(C)OC(NCCC[C@@H](CNC(=O)C=1NC2=CC=C(C=C2C1C)C1=CC=C(C=C1)F)NC(OC(C)(C)C)=O)=O (S)-(5-(5-(4-fluorophenyl)-3-methyl-1H-indole-2-carboxamido)pentane-1,4-diyl)dicarbamic acid di-tert-butyl ester